5-[3-({(1S)-1-[(1r,4S)-4-(methylamino)cyclohexyl]ethyl}amino)-4-(trifluoromethyl)phenyl]-1,3,4-oxadiazol-2(3H)-one CNC1CCC(CC1)[C@H](C)NC=1C=C(C=CC1C(F)(F)F)C1=NNC(O1)=O